3-chloro-4-fluoro-aniline ClC=1C=C(N)C=CC1F